(Z)-2-(2,6-dioxopiperidin-3-yl)-5-(4-(4-(4-(1-(4-hydroxyphenyl)-2-phenylbut-1-en-1-yl)phenoxy)butyl)piperazin-1-yl)isoindoline-1,3-dione O=C1NC(CCC1N1C(C2=CC=C(C=C2C1=O)N1CCN(CC1)CCCCOC1=CC=C(C=C1)\C(=C(\CC)/C1=CC=CC=C1)\C1=CC=C(C=C1)O)=O)=O